1,4-dimethyl-indenyllithium CC1C(=CC2=C(C=CC=C12)C)[Li]